N1N=CC=C1C1=NN2C(C=NC=C2)=C1COC1=CN=C(C=C1C=O)OC 5-((2-(1H-pyrazol-5-yl)pyrazolo[1,5-a]pyrazin-3-yl)methoxy)-2-methoxyisonicotinaldehyde